C(C)OC([C@@H](N(C1=CC=C(C=C1)F)C=1SC(=C(N1)O)C(=O)C1=NC(=NO1)C1=C(C(=CC=C1)C)C)C)=O |r| rac-N-(5-{[3-(2,3-dimethylphenyl)-1,2,4-oxadiazol-5-yl]carbonyl}-4-hydroxy-1,3-thiazol-2-yl)-N-(4-fluorophenyl)alanine ethyl ester